tert-butyl N-[2-[2,4-dichloro-6-[2-(1H-indol-3-yl) ethylamino]pyrimidin-5-yl]oxy-1-methyl-ethyl]carbamate ClC1=NC(=C(C(=N1)Cl)OCC(C)NC(OC(C)(C)C)=O)NCCC1=CNC2=CC=CC=C12